(-)-4-Methoxy-2-(2-methylnaphthalen-1-yl)phenyl 4-methylbenzenesulfonate CC1=CC=C(C=C1)S(=O)(=O)OC1=C(C=C(C=C1)OC)C1=C(C=CC2=CC=CC=C12)C